OC1(CCC(CC1)NC(=O)C=1C2=C(N=C(N1)N1C=NC=C1)C=CN2)C(F)(F)F N-((1s,4s)-4-hydroxy-4-(trifluoromethyl)cyclohexyl)-2-(1H-imidazol-1-yl)-5H-pyrrolo[3,2-d]pyrimidine-4-carboxamide